3-AZABICYCLO[3.2.1]OCTAN-8-YLCARBAMAT C12CNCC(CC1)C2NC([O-])=O